Methyl 3-(acetamidomethyl)-4-bromo-5-chloro-1-(3-((3-((4-methoxybenzyl)thio)naphthalen-1-yl)oxy)propyl)-1H-indole-2-carboxylate C(C)(=O)NCC1=C(N(C2=CC=C(C(=C12)Br)Cl)CCCOC1=CC(=CC2=CC=CC=C12)SCC1=CC=C(C=C1)OC)C(=O)OC